(2-(benzyloxy)-4,6-dihydroxyphenyl)(4-(pyrimidin-5-ylamino)isoindolin-2-yl)methanone C(C1=CC=CC=C1)OC1=C(C(=CC(=C1)O)O)C(=O)N1CC2=CC=CC(=C2C1)NC=1C=NC=NC1